OC1=C(C(=O)O)C=C(C(=C1)O)[N+](=O)[O-] 2,4-dihydroxy-5-nitrobenzoic acid